N-((6-hydroxy-2-morpholinopyrimidin-4-yl)methyl)picolinamide OC1=CC(=NC(=N1)N1CCOCC1)CNC(C1=NC=CC=C1)=O